4-benzyloxy-2-[2-[2-[[tert-butyl(dimethyl)silyl]oxymethyl]-4-fluoro-phenoxy]-4-methyl-5-(trifluoromethyl)-3-pyridyl]-1,6-naphthyridine-5-carbonitrile C(C1=CC=CC=C1)OC1=CC(=NC=2C=CN=C(C12)C#N)C=1C(=NC=C(C1C)C(F)(F)F)OC1=C(C=C(C=C1)F)CO[Si](C)(C)C(C)(C)C